6,7-dichloro-1-(2-(1-methylcyclopropyl)phenyl)-4-((2S)-2-methyl-4-(2-propenoyl)-1-piperazinyl)pyrido[2,3-d]pyrimidin-2(1H)-one ClC1=CC2=C(N(C(N=C2N2[C@H](CN(CC2)C(C=C)=O)C)=O)C2=C(C=CC=C2)C2(CC2)C)N=C1Cl